BrCCC(C(=O)OCC)(F)F ethyl 4-bromo-2,2-difluorobutyrate